4-(cyclopent-3-en-1-yloxy)-3-ethoxybenzaldehyde C1(CC=CC1)OC1=C(C=C(C=O)C=C1)OCC